NC1=C(C=C(C=N1)C=1C=NC=CC1)O[C@H](C)C=1C=C(C=CC1)NC(C1=CC(=CC=C1)S(=O)(=O)C)=O (R)-N-(3-(1-((6-amino-[3,3'-bipyridin]-5-yl)oxy)ethyl)phenyl)-3-(methylsulfonyl)benzamide